(3S,3aS,6aR)-2-(6-chloro-4-methoxy-1H-indole-2-carbonyl)-N-[(1S)-1-cyano-2-[(3R)-5,5-dimethyl-2-oxo-pyrrolidin-3-yl]ethyl]-3,3a,4,5,6,6a-hexahydro-1H-cyclopenta[c]pyrrole-3-carboxamide ClC1=CC(=C2C=C(NC2=C1)C(=O)N1C[C@H]2[C@@H]([C@H]1C(=O)N[C@@H](C[C@H]1C(NC(C1)(C)C)=O)C#N)CCC2)OC